C(CCCCCCCCCCCCCCCCC)(=O)O.OCC(O)CO.OCC(O)CO.OCC(O)CO.OCC(O)CO Tetraglycerin monooctadecanate